3-[2-Bromo-6-methoxy-4-(prop-1-yn-1-yl)phenyl]-8-(2,2-difluoroethoxy)-4-hydroxy-1-azaspiro[4.5]dec-3-en-2-one BrC1=C(C(=CC(=C1)C#CC)OC)C=1C(NC2(C1O)CCC(CC2)OCC(F)F)=O